FC1=C(C=C(C(=C1)N1C[C@H](N([C@H](C1)C)C)C)NC(=O)C1=CNC(C=C1C(F)(F)F)=O)C=1CCN(CCC1)C(=O)OC(C)C Propan-2-yl 4-[2-fluoro-5-[[6-oxo-4-(trifluoromethyl)-1H-pyridine-3-carbonyl]amino]-4-[(3R,5S)-3,4,5-trimethylpiperazin-1-yl]phenyl]-2,3,6,7-tetrahydroazepine-1-carboxylate